C(C#CC#CCCC)(=O)O 2,4-octadiynoic acid